O1CCC(=CC1)C=1C=C(C=C2C(=NC=NC12)N[C@H](C)C=1C=NC(=NC1)C(F)(F)F)C1=CC=C(C=C1)F (R)-8-(3,6-dihydro-2H-pyran-4-yl)-6-(4-fluorophenyl)-N-(1-(2-(trifluoromethyl)pyrimidin-5-yl)ethyl)quinazolin-4-amine